N1N=C(C=2[C@@H]3CC[C@H](C12)C3)C(=O)OCC ethyl (4R,7S)-4,5,6,7-tetrahydro-1H-4,7-methanoindazole-3-carboxylate